C(C)(C)N1CCN(CC1)CCNC(=O)C1=CC=NC2=CC=C(N=C12)C=1C(=NNC1)C1=NC(=CC=C1)C N-[2-(4-isopropylpiperazin-1-yl)ethyl]-6-[3-(6-methyl-2-pyridyl)-1H-pyrazol-4-yl]-1,5-naphthyridine-4-carboxamide